Cl.F[C@H]1C[C@@H](CNC1)N1S(CCC1)(=O)=O 2-[(3S,5S)-5-fluoropiperidin-3-yl]-1λ6,2-thiazolidine-1,1-dione hydrochloride